C(C)(C)(C)OC(=O)N1CCC2(CCN(C2=O)C2=CC=C(C=C2)C=2C=NN(C2)COCC[Si](C)(C)C)CC1 1-oxo-2-(4-(1-((2-(trimethylsilyl)ethoxy)methyl)-1H-pyrazol-4-yl)phenyl)-2,8-diazaspiro[4.5]Decane-8-carboxylic acid tert-butyl ester